C1NCC12CC(C2)N2CCN(CC2)C=2C=NC(=NC2)N2C[C@H]1N(C=3C(=NN=C(C3)C3=C(C=CC=C3)O)NC1)CC2 (S)-2-(8-(5-(4-(2-azaspiro[3.3]heptan-6-yl)piperazin-1-yl)pyrimidin-2-yl)-6,6a,7,8,9,10-hexahydro-5H-pyrazino[1',2':4,5]pyrazino[2,3-c]pyridazin-2-yl)phenol